ClC1=CC=C(C=C1)CN1C([C@H](CSC2=C1C=C(C(=C2)F)C2=NN(C=N2)CC)NC(OC(C)(C)C)=O)=O tert-butyl N-[(3R)-5-[(4-chlorophenyl)methyl]-7-(1-ethyl-1,2,4-triazol-3-yl)-8-fluoro-4-oxo-2,3-dihydro-1,5-benzothiazepin-3-yl]carbamate